C(C1=CC=CC=C1)C=1NC(=NN1)C(=O)NC1=NC=CC(=C1)C1=C(C=CC(=C1)OCCCCO)C(F)(F)F 5-benzyl-N-(4-(5-(4-hydroxybutoxy)-2-(trifluoromethyl)phenyl)pyridin-2-yl)-4H-1,2,4-triazole-3-carboxamide